1-(2-fluoro-1-benzofuran-7-yl)ethanone FC=1OC2=C(C1)C=CC=C2C(C)=O